(S)-2-amino-3-(4-dihydroxyboryl-3-chlorophenyl)-2-methylpropanoic acid N[C@](C(=O)O)(CC1=CC(=C(C=C1)B(O)O)Cl)C